(S)-(2-(4-((S)-1-(2,3-dihydrobenzofuran-6-yl)ethyl)piperazin-1-yl)pyrimidin-5-yl)(imino)(methyl)-λ6-sulfanone O1CCC2=C1C=C(C=C2)[C@H](C)N2CCN(CC2)C2=NC=C(C=N2)[S@@](=O)(C)=N